[Mn].[Si].C(#CCC)C=1N=NC(=CC1[C@@H]1[C@H](C1)C(F)F)C=1C(=NC(=NC1)OC)OC 3-(but-1-yn-1-yl)-4-((1S,2S)-2-(difluoromethyl)cyclopropyl)-6-(2,4-dimethoxypyrimidin-5-yl)pyridazine Silicon-manganese